2-(2-((6-chlorohexyl)oxy)ethoxy)ethylamine hydrochloride Cl.ClCCCCCCOCCOCCN